C(C)(C)(C)OC(=O)C1(CC1)C1=C(C(=C(C=C1)Cl)C)OC.C1(CC1)CC1=NC(=CC2=CC=CC=C12)C1=CC=C(C=C1)C 1-(cyclopropylmethyl)-3-(p-tolyl)isoquinoline tert-butyl-1-(4-chloro-2-methoxy-3-methylphenyl)cyclopropane-1-carboxylate